NCC(=O)NCC(=O)N[C@@H](CC1=CC=CC=C1)C(=O)NCC(=O)O glycyl-glycyl-phenylalanyl-glycine